ClC1=NC(=CC(=N1)C#N)NC1=CC(=CC=C1)Br 2-chloro-6-[(3-bromophenyl)amino]pyrimidine-4-carbonitrile